ClC1=C(OC2=CC=C(O[C@@H](C(=O)OC)C)C=C2)C=CC(=C1)Cl |r| methyl (RS)-2-(4-(2,4-dichlorophenoxy)phenoxy)propionate